6-(3-(2-(1-(3-fluoropyridin-4-yl)cyclopropoxy)acetyl)-3,8-diazabicyclo[3.2.1]octan-8-yl)nicotinonitrile FC=1C=NC=CC1C1(CC1)OCC(=O)N1CC2CCC(C1)N2C2=NC=C(C#N)C=C2